(S)-N-((R)-(3-chloro-4-fluorophenyl)(1-methyl-3-(trifluoromethyl)-1H-pyrazol-5-yl)methyl)-2-oxoimidazolidine-4-carboxamide ClC=1C=C(C=CC1F)[C@@H](NC(=O)[C@H]1NC(NC1)=O)C1=CC(=NN1C)C(F)(F)F